[Cl-].FC1=C(C=C(C=C1C)N1N=C2C([C@@H]([NH2+]CC2)C)=C1N1C(N(C=C1)C1=CC=C(C=C1)CS(=O)(=O)C)=O)C (S)-2-(4-fluoro-3,5-dimethylphenyl)-4-methyl-3-(3-(4-((methylsulfonyl)methyl)phenyl)-2-oxo-2,3-dihydro-1H-imidazol-1-yl)-4,5,6,7-tetrahydro-2H-pyrazolo[4,3-c]pyridin-5-ium chloride